N-[5-(difluoromethoxy)-3-pyridinyl]butane-2-sulfonamide FC(OC=1C=C(C=NC1)NS(=O)(=O)C(C)CC)F